bis(di-t-butyl-(4-dimethylaminophenyl)phosphine) dichloride palladium (II) [Pd+2].[Cl-].[Cl-].C(C)(C)(C)P(C1=CC=C(C=C1)N(C)C)C(C)(C)C.C(C)(C)(C)P(C1=CC=C(C=C1)N(C)C)C(C)(C)C